1-(3-((1R,2R,3S,4R)-4-(4-amino-7H-pyrrolo[2,3-d]pyrimidin-7-yl)-2,3-dihydroxycyclopentyl)phenyl)ethan-1-one NC=1C2=C(N=CN1)N(C=C2)[C@H]2[C@@H]([C@@H]([C@H](C2)C=2C=C(C=CC2)C(C)=O)O)O